(±)-Ethyl 2-((2-chloro-4-((4-(3-chlorophenyl)-trans-2,3-dimethylpiperazin-1-yl)methyl)phenyl)sulfinyl)acetate ClC1=C(C=CC(=C1)CN1[C@H]([C@@H](N(CC1)C1=CC(=CC=C1)Cl)C)C)[S@](=O)CC(=O)OCC |&1:23|